1,4-bis(di(ethenyloxy)stibanyl)benzene C(=C)O[Sb](C1=CC=C(C=C1)[Sb](OC=C)OC=C)OC=C